C1(CC1)C(=O)N1CCCC2=CC(=CC=C12)NS(=O)(=O)C1=C(C=C(C(=C1)F)C)OC N-cyclopropanoyl-6-(2-methoxy-5-fluoro-4-methylbenzenesulfonamido)-1,2,3,4-tetrahydroquinoline